CNC(=O)NC=1C=NN2C1N=C(C=C2NC)NC2=CC=CC=1OCC(NC12)=O 1-methyl-3-(7-(methylamino)-5-((3-oxo-3,4-dihydro-2H-benzo[b][1,4]oxazin-5-yl)amino)pyrazolo[1,5-a]pyrimidin-3-yl)urea